CC(CCO)CC(C)(C)C (-)-3,5,5-trimethyl-1-hexanol